N-pentylsulfonamide sodium [Na].C(CCCC)NS(=O)=O